C(C)(C)(C)C1=CC=C(C=C1)N1CN(N(C1)C1=CC=CC=C1)C1=CC=CC=C1 4-(4-tert-butylphenyl)-1,2-diphenyl-1,2,4-triazolidine